C(COP(=O)(O)OCC(C(=O)O)N)N=C(N)N The molecule is a serine derivative that is serine in which the hydrogen of the hydroxy group has been replaced by a (2-carbamimidamidoethoxy)(hydroxy)phosphoryl group. It has a role as an animal metabolite. It is a member of guanidines, a serine derivative and an O-phosphoamino acid.